CC1(O[C@H]2[C@@H](O1)[C@@H](C[C@@H]2OC2=C(C#N)C=C(C=C2)F)N2C=CC1=C2N=CN=C1C)C 2-(((3aR,4S,6R,6aS)-2,2-dimethyl-6-(4-methyl-7H-pyrrolo[2,3-d]pyrimidin-7-yl)tetrahydro-4H-cyclopenta[d][1,3]dioxol-4-yl)oxy)-5-fluorobenzonitrile